C(C1=CC=CC=C1)N1C[C@H]2CC([C@@H](C1)N2C(=O)OC(C)(C)C)=O tert-butyl (1R,5R)-3-benzyl-6-oxo-3,8-diazabicyclo[3.2.1]octane-8-carboxylate